N=1N=CN2C1C=CC(=C2)C2=CNC=1N=C(N=C(C12)OC)NC1CC(C1)(C(=O)N(C)C)C (1r,3r)-3-((5-([1,2,4]triazolo[4,3-a]pyridin-6-yl)-4-methoxy-7H-pyrrolo[2,3-d]pyrimidin-2-yl)amino)-N,N,1-trimethylcyclobutane-1-carboxamide